The molecule is a branched-chain saturated fatty acid anion that is the conjugate base of phytanic acid, arising from deprotonation of the carboxylic acid group. It has a role as a human metabolite. It is a branched-chain saturated fatty acid anion, a long-chain fatty acid anion and a 3-methyl fatty acid anion. It derives from a hexadecanoic acid and a hexadecanoate. It is a conjugate base of a phytanic acid. CC(C)CCCC(C)CCCC(C)CCCC(C)CC(=O)[O-]